N-(1-(2,4-difluorophenyl)-6-(4-fluorophenyl)-1H-pyrazolo[3,4-d]pyrimidin-4-yl)-5-nitrothiophene-2-carboxamide FC1=C(C=CC(=C1)F)N1N=CC=2C1=NC(=NC2NC(=O)C=2SC(=CC2)[N+](=O)[O-])C2=CC=C(C=C2)F